C(C)(C)(C)C1=C(C=CC(=C1)C(C)(C)C)C=1C(=C(C=CC1C1=CC=CC=C1)P([O-])([O-])=O)C1=C(C=C(C=C1)C(C)(C)C)C(C)(C)C bis(2,4-di-t-butylphenyl)-4-phenyl-phenylphosphonate